NCC1=C(C(=O)N(C)C)C=CC(=N1)N1C[C@H](N[C@H](C1)C)C 2-(aminomethyl)-6-((3R,5S)-3,5-dimethylpiperazin-1-yl)-N,N-dimethylnicotinamide